C(C)N(CCCCC1OCC(CO1)(CO)CO)CC (2-(4-(diethylamino)butyl)-1,3-dioxane-5,5-diyl)dimethanol